N-((1H-indol-3-yl)methyl)-1-(3-chloro-5-methylphenyl)methanamine hydrochloride Cl.N1C=C(C2=CC=CC=C12)CNCC1=CC(=CC(=C1)C)Cl